CC(C)(C)[S@](=O)N[C@H]1CCCC=2N(C3=CC=CC=C3C12)S(=O)(=O)C1=CC=C(C)C=C1 (S)-2-methyl-N-((S)-9-p-toluenesulfonyl-2,3,4,9-tetrahydro-1H-carbazol-4-yl)propane-2-sulfinamide